C(COCCOCCCN)N 3,6-dioxa-1,9-nonanediamine